C=1N=CN2C1C1=CC=CC=C1[C@H]2[C@@H]2[C@H](C1(CN(C1)S(=O)(=O)C)CC2)O (5R,6R)-6-[(5R)-5H-Imidazo[4,3-a]isoindol-5-yl]-2-methansulfonyl-2-azaspiro[3.4]octan-5-ol